2-(6-methoxy-2',6'-dimethyl-[1,1'-biphenyl]-3-yl)-5-methyl-4-((3-(morpholine-4-carbonyl)phenyl)carbamoyl)-1H-imidazole 3-oxide COC1=CC=C(C=C1C1=C(C=CC=C1C)C)C=1NC(=C([N+]1[O-])C(NC1=CC(=CC=C1)C(=O)N1CCOCC1)=O)C